2-oxo-1-(1-(5-(trifluoromethyl)pyrimidin-2-yl)piperidin-4-yl)pyridine O=C1N(C=CC=C1)C1CCN(CC1)C1=NC=C(C=N1)C(F)(F)F